N-(7-(4-methoxyphenyl)-9H-pyrido[3,4-b]indol-1-yl)cyclopropanecarboxamide COC1=CC=C(C=C1)C1=CC=C2C3=C(NC2=C1)C(=NC=C3)NC(=O)C3CC3